2,4-Difluoro-6-nitro-3-((3-(1-(tetrahydro-2H-pyran-2-yl)-1H-pyrazol-4-yl)quinoxalin-6-yl)oxy)aniline FC1=C(N)C(=CC(=C1OC=1C=C2N=C(C=NC2=CC1)C=1C=NN(C1)C1OCCCC1)F)[N+](=O)[O-]